(E)-2-Cyano-3-(3,4-dihydroxyphenyl)-N-(3-phenylpropyl)-2-propenamide C(#N)/C(/C(=O)NCCCC1=CC=CC=C1)=C\C1=CC(=C(C=C1)O)O